tert-butyl 2-[[(3S)-5-methyl-4-oxo-2,3-dihydro-1,5-benzoxazepin-3-yl] carbamoyl]-4,6,7,8-tetrahydropyrazolo[1,5-a][1,4]diazepine-5-carboxylate CN1C([C@H](COC2=C1C=CC=C2)NC(=O)C2=NN1C(CN(CCC1)C(=O)OC(C)(C)C)=C2)=O